N-(2-chloro-4-methylphenyl)-7-(3,4-dimethoxyphenyl)pyrazolo[1,5-a]pyrimidine ClC1=C(C=CC(=C1)C)N1CC=C2N1C(=CC=N2)C2=CC(=C(C=C2)OC)OC